N-hydroxy-6-octyloxypyridin ON1CC=CC=C1OCCCCCCCC